nickel manganese nickel lithium manganate [Mn](=O)(=O)([O-])[O-].[Li+].[Ni+2].[Mn+2].[Ni+2]